FC1=C(C(=O)OCC(COC(C2=C(C(=C(C(=C2C(C)C)F)F)F)F)=O)(COC(C2=C(C(=C(C(=C2C(C)C)F)F)F)F)=O)COC(C2=C(C(=C(C(=C2C(C)C)F)F)F)F)=O)C(=C(C(=C1F)F)F)C(C)C 2,2-Bis(((2,3,4,5-tetrafluoro-6-isopropylbenzoyl)oxy) methyl)propane-1,3-diyl bis(2,3,4,5-tetrafluoro-6-isopropylbenzoate)